(6aR,7R,10aR)-4-(2-fluorophenyl)-8-hydroxy-7,10a-dimethyl-2-(3-methylpyridin-4-yl)-5,6,6a,7,10,10a-hexahydrobenzo[h]quinazoline-9-carbonitrile FC1=C(C=CC=C1)C1=NC(=NC=2[C@]3([C@H](CCC12)[C@H](C(=C(C3)C#N)O)C)C)C3=C(C=NC=C3)C